C(CCCC)(=O)C1=C(C(=O)O)C=CC=C1.C(C(C)C)N isobutylamine 2-(alpha-n-pentanonyl)benzoate